3-nitro-5-(4,4,5,5-tetramethyl-1,3,2-dioxaborolan-2-yl)benzoic acid [N+](=O)([O-])C=1C=C(C(=O)O)C=C(C1)B1OC(C(O1)(C)C)(C)C